cis-2,3-dibromo-2-buten-1,4-diol BrC(CO)=C(CO)Br